3-(4-(dimethylcarbamoyl)-3-fluorophenyl)-3-(4-(4-(5,6,7,8-tetrahydro-1,8-naphthyridin-2-yl)butyl)thiazol-2-yl)propanoic acid CN(C(=O)C1=C(C=C(C=C1)C(CC(=O)O)C=1SC=C(N1)CCCCC1=NC=2NCCCC2C=C1)F)C